(4-propenoyl-3-(cyanomethyl)piperazin-1-yl)-7-(2-amino-3,5-dichloro-6-fluorophenyl)-6-fluoro-1-(2-isopropyl-4-methylpyridin-3-yl)-2-oxo-1,2-dihydro-1,8-naphthyridine-3-carbonitrile C(C=C)(=O)N1C(CN(CC1)C1=C(C(N(C2=NC(=C(C=C12)F)C1=C(C(=CC(=C1F)Cl)Cl)N)C=1C(=NC=CC1C)C(C)C)=O)C#N)CC#N